1-(4-chloro-2,3-difluorophenyl)-N-(5-methyl-1-(1H-tetrazol-5-yl)azepan-3-yl)cyclopropane-1-carboxamide ClC1=C(C(=C(C=C1)C1(CC1)C(=O)NC1CN(CCC(C1)C)C1=NN=NN1)F)F